butyric acid ethyl-acrylate tert-butyl-6-[7-(2-cyano-3,6-difluoro-phenoxy)quinoxalin-2-yl]-2-azaspiro[3.3]heptane-2-carboxylate C(C)(C)(C)OC(=O)N1CC2(C1)CC(C2)C2=NC1=CC(=CC=C1N=C2)OC2=C(C(=CC=C2F)F)C#N.C(C)OC(C=C)=O.C(CCC)(=O)O